C(C)(C)(C)OC(NC1=C(C=CC(=C1)O)C)=O (5-hydroxy-2-methylphenyl)carbamic acid tert-butyl ester